N-tertiary butyl-2-benzothiazolyl-sulfenamide C(C)(C)(C)NSC=1SC2=C(N1)C=CC=C2